[K+].CC1=CC=C(C=C1)S(=O)(=O)N[C@@H](CCC(=O)O)C(=O)[O-] N-p-toluenesulfonyl-L-(+)-glutamic acid monopotassium salt